ClCCCNC([O-])=O (3-chloropropyl)carbamate